(S)-4-(4-(difluoromethoxy)pyrazolo[1,5-a]pyridin-2-yl)-5-(pyrazin-2-yl)-4,5,6,7-tetrahydro-1H-imidazo[4,5-c]pyridine FC(OC=1C=2N(C=CC1)N=C(C2)[C@H]2N(CCC1=C2N=CN1)C1=NC=CN=C1)F